P(=O)(O)(O)O[C@H]1[C@@H](O[C@@H](C1)CO)N1C=NC=2C(=O)NC(N)=NC12 3'-deoxyguanosine-2'-phosphate